FC(OC1=CC=C(C(=O)NCC(=O)OC)C=C1)(F)F methyl (4-(trifluoromethoxy)benzamido)acetate